N-(4-(1-(cyclopropanecarbonyl)indolin-5-yl)-5-methylthiazol-2-yl)-2-(3-(5-(2-(2,6-dioxopiperidin-3-yl)-1,3-dioxoisoindolin-4-ylamino)-3-methylpentyloxy)phenyl)acetamide C1(CC1)C(=O)N1CCC2=CC(=CC=C12)C=1N=C(SC1C)NC(CC1=CC(=CC=C1)OCCC(CCNC1=C2C(N(C(C2=CC=C1)=O)C1C(NC(CC1)=O)=O)=O)C)=O